C=1CC=C2N3C=C4C=CC=CC4=C(C31)C2 (4S,5R,11R,11aR)-2H-4,11-methanopyrido[1,2-b]isoquinoline